4-(2-fluorophenyl)-5-methylpyrimidine-2-carboxylic acid methyl ester COC(=O)C1=NC=C(C(=N1)C1=C(C=CC=C1)F)C